8-Oxo-octanenitrile O=CCCCCCCC#N